C1C=CC=2C=CC=C3C(C4=C(N1C23)C(N2CC(CC=C24)=O)=O)=O indolizino[2,1-b]pyrido[3,2,1-ij]quinoline-7,10,13(9H)-trione